benzyl-4-chloro-3-(3-ethoxy-3-oxoprop-1-en-1-yl)-5,6-dihydropyridine C(C1=CC=CC=C1)C1=NCCC(=C1C=CC(=O)OCC)Cl